C(C)(C)[N+]=1NN=CC1 N-isopropyltriazolium